(5-(N-((1,2,3,5,6,7-hexahydro-s-indacen-4-yl)carbamoyl)sulfamoyl)-2-(methoxycarbonyl)phenyl)boronic acid C1CCC2=C(C=3CCCC3C=C12)NC(=O)NS(=O)(=O)C=1C=CC(=C(C1)B(O)O)C(=O)OC